naphtho[2,3]furan O1C=CC2=C1C=C1C=CC=CC1=C2